4-amino-N-(2,2,2-trifluoroethyl)-N-(2-(trifluoromethyl)-6,7-dihydro-5H-cyclopenta[b]pyridin-5-yl)-[1,2,4]triazolo[4,3-a]quinoxaline-8-carboxamide NC=1C=2N(C3=CC(=CC=C3N1)C(=O)N(C1CCC3=NC(=CC=C31)C(F)(F)F)CC(F)(F)F)C=NN2